N1=C(N=CC=C1C(=O)O)C(=O)O 2,6-pyrimidinedicarboxylic acid